8-[2-(2,6-dioxo-3-piperidyl)-1-oxo-isoindolin-4-yl]octanal O=C1NC(CCC1N1C(C2=CC=CC(=C2C1)CCCCCCCC=O)=O)=O